ClC1=C(CC2(C(C2(C)C)(C)C)C(=O)O)C(=C(C=C1F)F)Cl.C1(\C=C\CCCCC1)OC(=O)N[C@@H](CCCCN)C(=O)O N-(((E)-cyclooct-2-en-1-yl)-oxy)carbonyl-L-lysine 2,6-dichloro-3,5-difluorobenzyl-2,2,3,3-tetramethylcyclopropanecarboxylate